COC1=NC=NC(=C1)OC 4,6-dimethoxypyrimidin